5-tert-Butoxy-carbonyl-5-azaspiro[2.4]-heptane-7-carboxylic acid C(C)(C)(C)OC(=O)N1CC2(CC2)C(C1)C(=O)O